OC1(CCN(CC1)C(=O)OC(C)(C)C)C=1C(=NC(=CC1)C)CO tert-Butyl 4-hydroxy-4-(2-(hydroxymethyl)-6-methylpyridin-3-yl)piperidine-1-carboxylate